5-{[(1-methylpiperidine-4-carbonyl)oxy]methyl}azelaic acid ditridecyl ester C(CCCCCCCCCCCC)OC(CCCC(CCCC(=O)OCCCCCCCCCCCCC)COC(=O)C1CCN(CC1)C)=O